2-cyano-5-isopropoxypyrazine C(#N)C1=NC=C(N=C1)OC(C)C